N-(2-(2,6-dimethylmorpholino)-5-(piperidin-1-yl)oxazolo[4,5-b]pyridin-6-yl)-2-(2-methylpyridin-4-yl)oxazole-4-carboxamide hydrochloride Cl.CC1OC(CN(C1)C=1OC=2C(=NC(=C(C2)NC(=O)C=2N=C(OC2)C2=CC(=NC=C2)C)N2CCCCC2)N1)C